COC=1C=C(C=C(C1)[C@H](C1COC1)C1=NN=CN1C)N1C(C2=CC(=CC(=C2C1)C(F)(F)F)CNC1(CCC1)C)=O (S)-2-(3-methoxy-5-((4-methyl-4H-1,2,4-triazol-3-yl)(oxetan-3-yl)methyl)phenyl)-6-(((1-methylcyclobutyl)amino)methyl)-4-(trifluoromethyl)isoindolin-1-one